CC1=CC=C(C=C1)CN1C(CCC1=O)CC(=O)OCCOC1=CC=C(C=C1)C 2-(4-methylphenoxy)ethyl 2-[1-[(4-methylphenyl)methyl]-5-oxopyrrolidin-2-yl]acetat